bis(2-ethylhexyl)sulfosuccinate C(C)C(CC(C(C(=O)[O-])S(=O)(=O)O)(C(=O)[O-])CC(CCCC)CC)CCCC